CN1C2=CC=CC=C2N(C=2C=CC=CC12)C=1C=C(C=CC1)C=1C=C(C=C(C1)C1=CC(=CC=C1)C=1OC2=C(N1)C=CC=C2)C2=CC(=CC=C2)C=2OC1=C(N2)C=CC=C1 2,2'-(5'-(3-(10-methylphenazin-5(10H)-yl)phenyl)-[1,1':3',1''-terphenyl]-3,3''-diyl)bis(benzo[d]oxazole)